N=1C=CN2C1CN1C(CC2)=CC(=N1)NC=1N=CC2=C(C(=C(C=C2C1)C=1C(=C2C(=NC1)OCCC2)C)F)N N3-(5,6-dihydro-11H-imidazo[1,2-a]pyrazolo[1,5-d][1,4]diazepin-8-yl)-7-fluoro-6-(5-methyl-3,4-dihydro-2H-pyrano[2,3-b]pyridin-6-yl)isoquinoline-3,8-diamine